C(C)(C)(C)OC(=O)N1CC(CCC1)C(=O)C1=CC2=CC=C(C=C2C=C1)Br 3-(6-bromo-2-naphthoyl)piperidine-1-carboxylic acid tert-butyl ester